NC(C=1N=C2N(C=C(C=C2N2C(N(C(C2)=O)C)=O)C2CC2)C1)([2H])[2H] 1-(2-(aminomethyl-d2)-6-cyclopropylimidazo[1,2-a]pyridin-8-yl)-3-methylimidazolidine-2,4-dione